ClC1=C(OC2=NN(C=C2)C2=NC(=NC(=N2)OC)OC)C=C(C(=C1)[N+](=O)[O-])F 2-(3-(2-chloro-5-fluoro-4-nitrophenoxy)-1H-pyrazol-1-yl)-4,6-dimethoxy-1,3,5-triazine